FC(C#N)(C(C(F)(F)F)(F)F)F perfluoro-butyronitrile